2-bromo-4-(8,8-difluoro-6-azaspiro[3.4]octan-6-yl)pyrazolo[1,5-a]pyrazine BrC1=NN2C(C(=NC=C2)N2CC3(CCC3)C(C2)(F)F)=C1